N-(3-methoxybenzyl)-N-(4-morpholinobenzyl)-5-((2-(2-morpholinoethoxy)ethoxy)methyl)pyridin-2-amine COC=1C=C(CN(C2=NC=C(C=C2)COCCOCCN2CCOCC2)CC2=CC=C(C=C2)N2CCOCC2)C=CC1